1-((3S,4R)-4-(3,5-difluorophenyl)-1-(2-methoxyethyl)pyrrolidin-3-yl)-3-(4-methyl-3-((S)-1-methylpyrrolidin-2-yl)-1-phenyl-1H-pyrazol-5-yl)urea dihydrochloride Cl.Cl.FC=1C=C(C=C(C1)F)[C@H]1[C@@H](CN(C1)CCOC)NC(=O)NC1=C(C(=NN1C1=CC=CC=C1)[C@H]1N(CCC1)C)C